(R)-N-(2-(1-methyl-1H-indol-3-yl)-2-((thiazol-5-ylmethyl)amino)ethyl)-1H-indole-6-sulfonamide CN1C=C(C2=CC=CC=C12)[C@H](CNS(=O)(=O)C1=CC=C2C=CNC2=C1)NCC1=CN=CS1